Cytidin-Phosphat P(=O)(O)(O)OC[C@@H]1[C@H]([C@H]([C@@H](O1)N1C(=O)N=C(N)C=C1)O)O